ClC=1C=C(C=CC1C(F)(F)F)CC=O 2-(3-chloro-4-(trifluoromethyl)phenyl)acetaldehyde